1-[10-(4-fluoro-3-methoxy-phenyl)-11-isopropyl-2,4,5,10-tetrazatricyclo[7.3.0.03,7]dodeca-1,3(7),5,8,11-pentaen-4-yl]-2,2-dimethyl-propan-1-one FC1=C(C=C(C=C1)N1C2=CC=3C=NN(C3N=C2C=C1C(C)C)C(C(C)(C)C)=O)OC